8'-methyl-1',1'-dioxido-7'-(2-(pyrrolidin-1-yl)ethoxy)spiro[cyclopropane-1,4'-pyrido[2,3-b][1,4,5]oxathiazepin] CC1=CC2=C(OC3(C=NS2(=O)=O)CC3)N=C1OCCN1CCCC1